S1C(=CC(=C1)C=O)C=O thiophene-2,4-dicarboxaldehyde